NC1=NC(=C(C=2N1N=C(N2)NCC2=NC(=CC=C2)C)C2=CC(=NC(=C2)C)OC)C2=C(C#N)C=CC=C2 (5-amino-8-(2-methoxy-6-methylpyridin-4-yl)-2-(((6-methylpyridin-2-yl)methyl)amino)-[1,2,4]triazolo[1,5-c]pyrimidin-7-yl)benzonitrile